methyl 5-ethylpyridine-2,3-dicarboxylate C(C)C=1C=C(C(=NC1)C(=O)OC)C(=O)[O-]